O[NH-] hydroxy-amide